NC=1CC(=CC2=C(N1)C=C(S2)CN2CCN(CC2)C(=O)O)C(NCCCNCCC(C)(C)C)=O 4-[[5-amino-7-[3-(3,3-dimethylbutylamino)propyl-carbamoyl]-6H-thieno[3,2-b]azepin-2-yl]methyl]piperazine-1-carboxylic acid